O1CCOC(CCCCCCCCCCCC1=O)=O 1,4-Dioxacycloheptadecan-5,17-dion